BrC=1C=CC(=C(C1)[C@@H](CN1CC2(C1)CN(CC2)C(=O)OC(C)(C)C)CC(=C=O)OC)F tert-butyl (S)-2-(2-(5-bromo-2-fluorophenyl)-4-methoxy-4-carbonylbutyl)-2,6-diazaspiro[3.4]octane-6-carboxylate